C1C(C)[Se][Se]1 propylene diselenide